CC1=C(C(=CC(=C1)[N+](=O)[O-])C)N1CC2(C1)CNC2 2-(2,6-Dimethyl-4-nitrophenyl)-2,6-diazaspiro[3.3]heptane